C(C)C1=C(C=NN1C1=CC=C(C=C1)F)C(=O)NC1=CC(=CC=C1)NS(=O)(=O)C 5-ethyl-1-(4-fluorophenyl)-N-(3-(methylsulfonamido)phenyl)-1H-pyrazole-4-carboxamide